(S)-2-(2-(N-methylsulfonylamino)acetamido)propanamide CS(=O)(=O)NCC(=O)N[C@H](C(=O)N)C